CCCCN(CC1=CC=CC=C1)C2=CC=CC(=C2)C N-benzyl-N-butyl-3-methylaniline